(S)-2-((4-(3-fluoro-2-(methoxymethoxy)phenyl)-6-oxo-3,6-dihydropyridin-1(2H)-yl)methyl)-1-(oxetan-2-ylmethyl)-1H-benzo(d)imidazole-6-carboxylic acid methyl ester COC(=O)C=1C=CC2=C(N(C(=N2)CN2CCC(=CC2=O)C2=C(C(=CC=C2)F)OCOC)C[C@H]2OCC2)C1